(R)-N-(1-(3-bromophenyl)ethyl)-3-(pyridin-4-yl)-1,7-dihydroimidazo[4,5-f]indazole-6-carboxamide BrC=1C=C(C=CC1)[C@@H](C)NC(=O)C=1NC2=C(C=C3C(=NNC3=C2)C2=CC=NC=C2)N1